N[C@H](C(=O)O)CCCCNC(=O)OCC#C (s)-2-amino-6-((prop-2-ynyloxy)carbonylamino)hexanoic acid